diethylaminoaniline CCN(CC)C1=CC=C(C=C1)N